3-bromo-1-(2,2-difluorocyclopropyl)pyridin-2-one BrC=1C(N(C=CC1)C1C(C1)(F)F)=O